(1R,2S,5S)-N-((S)-1-amino-2-((S)-2-oxopyrrolidin-3-yl)ethyl)-3-((S)-3,3-dimethyl-2-(2,2,2-trifluoroacetamido)butanoyl)-6,6-dimethyl-3-azabicyclo[3.1.0]hexane-2-carboxamide N[C@H](C[C@H]1C(NCC1)=O)NC(=O)[C@@H]1[C@H]2C([C@H]2CN1C([C@H](C(C)(C)C)NC(C(F)(F)F)=O)=O)(C)C